4-(benzoxazol-2-yl)benzyl chloride O1C(=NC2=C1C=CC=C2)C2=CC=C(CCl)C=C2